1,6-hexanediyl-bis(3,5-bis(1,1-dimethylethyl)-4-hydroxybenzene-propanoate) C(CCCCCC1=C(C=C(C(=C1C(C)(C)C)O)C(C)(C)C)CCC(=O)[O-])C1=C(C=C(C(=C1C(C)(C)C)O)C(C)(C)C)CCC(=O)[O-]